N-(5-(N-(3-chloro-4-(6-cyano-5-fluoropyridin-2-yl)phenyl)sulfamoyl)-2-methoxyphenyl)acetamide ClC=1C=C(C=CC1C1=NC(=C(C=C1)F)C#N)NS(=O)(=O)C=1C=CC(=C(C1)NC(C)=O)OC